C(C1=CC=CC=C1)(=O)O[C@@H]1[C@H](O[C@@]([C@@H]1O)(C#N)C1=CC=C2C(=NC=NN21)N)CO (2R,3S,4R,5R)-5-(4-aminopyrrolo[2,1-f][1,2,4]triazin-7-yl)-5-cyano-4-hydroxy-2-(hydroxymethyl)tetrahydrofuran-3-yl benzoate